OC1(CCC(CC1)NC(O[C@@H]1C[C@@H](CC1)C1=CC(=NN1)NC(CC1=CC=C(C=C1)OC)=O)=O)C (1S,3R)-3-(3-{[(4-meth-oxyphenyl)acetyl]amino}-1H-pyrazol-5-yl)cyclopentyl (trans-4-hydroxy-4-methylcyclohexyl)carbamate